ClC=1C=NC(=C(C(=O)NC2CCC(CC2)CN2C(N(C3=C2C=CC=C3)C=3N=NC=CC3C#N)=O)C1)C(F)(F)F 5-chloro-N-((1r,4r)-4-((3-(4-cyanopyridazin-3-yl)-2-oxo-2,3-dihydro-1H-benzo[d]imidazol-1-yl)methyl)cyclohexyl)-2-(trifluoromethyl)nicotinamide